Cl.Cl.F[C@H]1C[C@@H](NC1)C(=O)NC1=CC=C(C(=O)OCC)C=C1 ethyl 4-[[(2R,4S)-4-fluoropyrrolidine-2-carbonyl]amino]benzoate dihydrochloride